FC1=C(C=CC=C1C(=O)N(C)C)B(O)O 2-FLUORO-3-(N,N-DIMETHYLAMINOCARBONYL)PHENYLBORONIC ACID